COCCN(CCC(C(=O)O)NC1=CC=CC2=CC=CC=C12)CCCCC1=NC=2NCCCC2C=C1 4-((2-methoxyethyl)(4-(5,6,7,8-tetrahydro-1,8-naphthyridin-2-yl)butyl)amino)-2-(naphthalen-1-ylamino)butanoic acid